C1(=CC=CC=C1)N1C(C2=CC=CC=C2CC1)P(OC)(OC)=O Dimethyl (2-phenyl-1,2,3,4-tetrahydroisoquinolin-1-yl)phosphonate